C(C)(C)(C)OC(=O)N1C[C@@H](CCC1)NC=1C2=C(N=CN1)NC=C2C(C)C2CC2 (3R)-3-((5-(1-cyclopropylethyl)-7H-pyrrolo[2,3-d]pyrimidin-4-yl)amino)piperidine-1-carboxylic acid tert-butyl ester